(Z)-Ethyl 2-amino-2-(2-(2-(4-fluorophenyl)butanoyl)hydrazono)acetate N\C(\C(=O)OCC)=N/NC(C(CC)C1=CC=C(C=C1)F)=O